ethyl 4-oxocyclohexaneacetate O=C1CCC(CC1)CC(=O)OCC